(2-cyanoacetyl)piperidin C(#N)CC(=O)N1CCCCC1